3-(2-(2-(Tosyloxy)ethoxy)ethoxy)propanoic acid S(=O)(=O)(C1=CC=C(C)C=C1)OCCOCCOCCC(=O)O